ClC=1C(N(C(C1Cl)O)C1=CC=CC=C1)=O 3,4-Dichloro-5-hydroxy-1-phenyl-1,5-dihydro-pyrrol-2-one